C(C)(=O)OCCNCCN1N=C(N=C1)C(NO)=O 2-(2-(3-(hydroxycarbamoyl)-1H-1,2,4-triazol-1-yl)ethylamino)ethyl acetate